4-(1H-indol-3-yl)butan-2-amine N1C=C(C2=CC=CC=C12)CCC(C)N